dineopentyl 2,2,3,3-tetraethylsuccinate C(C)C(C(=O)OCC(C)(C)C)(C(C(=O)OCC(C)(C)C)(CC)CC)CC